F[C@H]1C[C@H](N(C1)C(CN1CCC(CC1)OC1=CC=NC2=CC=C(C=C12)OC)=O)C#N (2S,4S)-4-fluoro-1-(2-(4-((6-methoxyquinolin-4-yl)oxy)piperidin-1-yl)acetyl)pyrrolidine-2-carbonitrile